4,4'-benzidine C1(=CC=C(N)C=C1)C1=CC=C(N)C=C1